D-alanine methyl ester COC([C@H](N)C)=O